O=C1N(CCC1)[C@H]1CN(CCC1)C(=O)OC(C)(C)C tert-butyl (R)-3-(2-oxopyrrolidin-1-yl)piperidine-1-carboxylate